2-(3-(3-amino-4-(7H-pyrrolo[2,3-d]pyrimidin-4-yl)-1H-pyrazol-1-yl)-1-(1-(3-fluoro-2-(trifluoromethyl)isonicotinyl)piperidin-4-yl)azetidin-3-yl)acetonitrile fumarate C(\C=C\C(=O)O)(=O)O.NC1=NN(C=C1C=1C2=C(N=CN1)NC=C2)C2(CN(C2)C2CCN(CC2)CC2=C(C(=NC=C2)C(F)(F)F)F)CC#N